tert-butyl (3R,5S)-3-{[tert-butyl (dimethyl) silyl] oxy}-5-({[tert-butyl (dimethyl) silyl] oxy} methyl)-2-oxopyrrolidine-1-carboxylate [Si](C)(C)(C(C)(C)C)O[C@H]1C(N([C@@H](C1)CO[Si](C)(C)C(C)(C)C)C(=O)OC(C)(C)C)=O